N1C(=NC=C1)C1=C(C=CC=C1)NCCCNC(OC(C)(C)C)=O tert-butyl (3-((2-(1H-imidazol-2-yl)phenyl)amino)propyl)carbamate